CC1(CCC2(C3=CC=CC=C13)C1=CC=CC=C1C=1C=CC(=CC12)N(C1=CC2=C(OC3=C2C=CC=C3)C=C1)C1=CC=3C(C2=CC=CC=C2C3C=C1)(C)C)C N-(4',4'-dimethyl-3',4'-dihydro-2'H-spiro-[fluoren-9,1'-naphthalen]-2-yl)-N-(9,9-dimethyl-9H-fluoren-2-yl)dibenzo[b,d]furan-2-amine